ClC1=C(C(=O)N(C(OC)=O)C2CC2)C=C(C=C1)C=1C=NN(C1)C=1N(N=C(C1OC(F)F)C(C(F)(F)F)(C(F)(F)F)F)C methyl N-[2-chloro-5-[1-[4-(difluoromethoxy)-2-methyl-5-[1,2,2,2-tetrafluoro-1-(trifluoromethyl)ethyl]pyrazol-3-yl]pyrazol-4-yl]benzoyl]-N-cyclopropyl-carbamate